C(C)N1C2=CC=C(C=C2C=2C=C(C=CC12)C(CCCCCCC)=NO)C(C1=CC=CC=C1)=O 9-ethyl-6-benzoyl-9H-carbazol-3-yl-octan-1-one oxime